[2H]C1(C(C(C(C(C1([2H])O)([2H])O)([2H])O)([2H])O)([2H])O)O myo-inositol-D6